Cl.C1(CCCCC1)N1C(=NN=C1C)C1[C@H]2CNC[C@@H]12 (1R,5S,6r)-6-(4-cyclohexyl-5-methyl-4H-1,2,4-triazol-3-yl)-3-azabicyclo[3.1.0]Hexane hydrochloride